C(CCC)C1N(S(C2=C(N(C1)C1CCC(CC1)(F)F)C=C(C(=C2)O\C=C(\C(=O)O)/F)SC)(=O)=O)C (Z)-3-((3-butyl-5-(4,4-difluorocyclohexyl)-2-methyl-7-(methylthio)-1,1-dioxido-2,3,4,5-tetrahydrobenzo[f][1,2,5]thiadiazepin-8-yl)oxy)-2-fluoroacrylic acid